(E)-1,1,1,4,5,5,5-heptafluoro-4-(trifluoromethyl)pent-2-ene FC(\C=C\C(C(F)(F)F)(C(F)(F)F)F)(F)F